tert-butyl (2S,5R)-5-ethyl-4-((4-fluorophenyl) (5-(trifluoromethyl) pyridin-2-yl) methyl)-2-methylpiperazine-1-carboxylate C(C)[C@H]1N(C[C@@H](N(C1)C(=O)OC(C)(C)C)C)C(C1=NC=C(C=C1)C(F)(F)F)C1=CC=C(C=C1)F